C(C)S(=O)(=O)NC1=C(C=C(C=C1F)C1=C2C(=NC(=C1)NC(=O)C1CC1)NC=C2)F N-(4-(4-(ethylsulfonylamino)-3,5-difluorophenyl)-1H-pyrrolo[2,3-b]pyridin-6-yl)cyclopropylcarboxamide